[Fe](=S)(=S)=S iron trisulfide